dipropyl-2-butyne-1,4-diol dicarbonate C(=O)(O)OC(=O)O.C(CC)C(C#CC(O)CCC)O